FC(C=1C=C2C=CC(NC2=CC1)=O)(F)F 6-(trifluoromethyl)quinolin-2(1H)-one